2-methyl-2-propenyl isobutyrate (methallyl isobutyrate) C(C(C)=C)C(C(=O)O)(C)C.C(C(C)C)(=O)OCC(=C)C